Pentacarbonyl-iron C(=O)=[Fe](=C=O)(=C=O)(=C=O)=C=O